2-(3,5-dichloro-4-((3,3-difluoro-2'-oxospiro[cyclobutane-1,3'-indolin]-5'-yl)oxy)phenyl)-3,5-dioxo-2,3,4,5-tetrahydro-1,2,4-triazine-6-carboxylic acid ClC=1C=C(C=C(C1OC=1C=C2C3(C(NC2=CC1)=O)CC(C3)(F)F)Cl)N3N=C(C(NC3=O)=O)C(=O)O